C(C1=CC=CC=C1)(C1=CC=CC=C1)C1=C(C2=CC(=CC=C2C(=C1)C(C1=CC=CC=C1)C1=CC=CC=C1)C(C1=CC=CC=C1)C1=CC=CC=C1)N 2,4,7-tribenzhydrylnaphthalen-1-amine